C(C)(C)(C)[P@]1COC2=C1C(=CC=C2)C2=C(C=CC=C2OC)OC |r| rac-3-(tert-butyl)-4-(2,6-dimethoxyphenyl)-2,3-dihydrobenzo[d][1,3]oxaphosphole